4-Hydroxy-2,3-dimethoxy-benzaldehyd OC1=C(C(=C(C=O)C=C1)OC)OC